Methyl rac-(2R,3S,4S,5R)-4-[[3-[2-(difluoromethoxy)-3,4-difluoro-phenyl]-4,5-dimethyl-5-(trifluoromethyl)tetrahydrofuran-2-carbonyl]amino]pyridine-2-carboxylate FC(OC1=C(C=CC(=C1F)F)[C@H]1[C@@H](O[C@]([C@H]1C)(C(F)(F)F)C)C(=O)NC1=CC(=NC=C1)C(=O)OC)F |r|